N1-((S)-4-methyl-1-oxo-1-(((S)-1-oxo-3-((S)-2-oxopyrrolidin-3-yl)propan-2-yl)amino)pentan-2-yl)-N2-(1-methylcyclopropyl)oxalamide CC(C[C@@H](C(N[C@H](C=O)C[C@H]1C(NCC1)=O)=O)NC(C(=O)NC1(CC1)C)=O)C